C(C)[C@@]1(C(OCC=2C(N3CC=4N(C5=CC=CC=C5C(C4C3=CC21)=O)C)=O)=O)O (R)-4-ethyl-4-hydroxy-11-methyl-1,12-dihydro-14H-pyrano[3',4':6,7]indolizino[2,1-b]quinoline-3,6,14(4H,11H)-trione